methyl 1-[({[1-(4-{4-[3-methyl-4-({[(1R)-1-phenylethoxy] carbonyl} amino)-1,2-oxazol-5-yl]piperidin-1-yl}phenyl)cyclopropyl]formamido}sulfonyl)methyl]cyclopropane-1-carboxylate CC1=NOC(=C1NC(=O)O[C@H](C)C1=CC=CC=C1)C1CCN(CC1)C1=CC=C(C=C1)C1(CC1)C(=O)NS(=O)(=O)CC1(CC1)C(=O)OC